[Sn].C1(=CC=CC=C1)C=C(C1=CC=CC=C1)C1=CC=CC=C1 triphenylethylene tin